1,6-bismaleimidylnaphthalene C1(C=CC(N1C1=CC=CC2=CC(=CC=C12)N1C(C=CC1=O)=O)=O)=O